(R)-4-(5-(2-fluorophenyl)-7H-pyrrolo[2,3-d]pyrimidin-4-yl)-2-methylpiperazine-1-carboxylic acid tert-butyl ester C(C)(C)(C)OC(=O)N1[C@@H](CN(CC1)C=1C2=C(N=CN1)NC=C2C2=C(C=CC=C2)F)C